tert-butyl (S)-(1-(2-(benzyloxy)-6-(4-chloro-1-methyl-3-(methylsulfonamido)-1H-indazol-7-yl)thiazolo[4,5-b]pyridin-5-yl)-2-(3,5-difluorophenyl)ethyl)carbamate C(C1=CC=CC=C1)OC=1SC=2C(=NC(=C(C2)C=2C=CC(=C3C(=NN(C23)C)NS(=O)(=O)C)Cl)[C@H](CC2=CC(=CC(=C2)F)F)NC(OC(C)(C)C)=O)N1